COC1=CC2=C(NC(=N2)[S@@](=O)CC2=NC=C(C(=C2C)OC)C)C=C1 (S)-5-methoxy-2-{[(4-methoxy-3,5-dimethyl-2-pyridyl)-methyl]-sulfinyl}-1H-benzimidazole